CN1N=C2C=CC(=CC2=C1)S(=O)(=O)C1=CC=C(C=C1)CNC(=O)C=1C=NC=2N(C1)C=CN2 N-{[4-(2-methyl-2H-indazole-5-sulfonyl)phenyl]methyl}imidazo[1,2-a]pyrimidine-6-carboxamide